2-((cyclopentyloxy)methyl)-2,3,4,5-tetrahydro-1H-benzo[e][1,4]diazepine C1(CCCC1)OCC1CNCC2=C(N1)C=CC=C2